1,3-dihydro-2-benzofuran-5-amine C1OCC2=C1C=CC(=C2)N